1-(4-(Aminomethyl)benzyl)-6-fluoro-1,3-dihydro-2H-benzo[d]imidazol-2-one NCC1=CC=C(CN2C(NC3=C2C=C(C=C3)F)=O)C=C1